Methyl 2-([1-(2-chlorophenyl)-5-(3,5-diethoxyphenyl)-1H-pyrazol-3-yl]-methoxy)-2-methylpropanoate ClC1=C(C=CC=C1)N1N=C(C=C1C1=CC(=CC(=C1)OCC)OCC)COC(C(=O)OC)(C)C